CC1CC2=C(C(=CS2)C(=O)O)CC1 6-methyl-4,5,6,7-tetrahydrobenzo[d]thiophene-3-carboxylic acid